C(=O)=C1NCCN1 2-carbonyl-imidazolidine